ClC=1C=C(C=C(C1OC1=CC(=C(C=C1)O)S(=O)(=O)N1CC(C1)O)Cl)N1N=C(C(NC1=O)=O)C(F)F 2-(3,5-dichloro-4-(4-hydroxy-3-((3-hydroxyazetidin-1-yl)sulfonyl)phenoxy)phenyl)-6-(difluoromethyl)-1,2,4-triazine-3,5(2H,4H)-dione